BrC=1C=C(C=2NC3=CC=C(C=C3C2C1)Br)CCBr 3,6-dibromo-bromoethyl-carbazole